C(C=C)(=O)N1C[C@@H]2COC3=C(C(N2CC1)=O)C(=NC(=C3Cl)C3=C(C=CC=C3O)F)N3[C@H](C[C@@H](C3)OC)C (6aR)-8-acryloyl-4-chloro-3-(2-fluoro-6-hydroxyphenyl)-1-((2S,4S)-4-methoxy-2-methylpyrrolidin-1-yl)-6,6a,7,8,9,10-hexahydro-12H-pyrazino[2,1-c]pyrido[3,4-f][1,4]oxazepin-12-one